CC1=CC(=NC(=N1)C(F)(F)F)N1CC2(C1)CN(CC2)C2=CN=C1C(=N2)N(N=C1)C1COC1 2-[6-methyl-2-(trifluoromethyl)pyrimidin-4-yl]-6-[1-(oxetan-3-yl)-1H-pyrazolo[3,4-b]pyrazin-6-yl]-2,6-diazaspiro[3.4]octane